COC1=CC(=C(C=C1NC1=NC=NC(=C1)N1OCCC1C1=CC(=CC=C1)C=1C=NN(C1)C)NC(C=C)=O)N1CCN(CC1)C N-(4-methoxy-5-((6-(3-(3-(1-methyl-1H-pyrazol-4-yl)phenyl)isoxazolidin-2-yl)pyrimidin-4-yl)amino)-2-(4-methylpiperazin-1-yl)phenyl)acrylamide